C(C1=CC=CC=C1)OC(=O)N[C@@H](C(=O)OCC1=CC=CC=C1)CNC(C1=CC(=CC(=C1)F)C1=NC(=CC=C1Cl)C)=O (R)-benzyl 2-(((benzyloxy)carbonyl)amino)-3-(3-(3-chloro-6-methylpyridin-2-yl)-5-fluorobenzamido)propanoate